FC1(CC(C1)C(=O)NC(C=1OC2=C(N1)C=C(C=C2)CN2C(NC(C2)C(F)(F)F)=O)C2CCC(CC2)C)F 3,3-Difluoro-N-((4-methylcyclohexyl)(5-((2-oxo-4-(trifluoromethyl)imidazolidin-1-yl)methyl)benzo[d]oxazol-2-yl)methyl)cyclobutane-1-carboxamide